FC1=C(OC2=C(C=C(C=C2)N2C(N[C@H](C2=O)C)=O)C=2C3=C(C(N(C2)C)=O)NC=C3)C=CC(=C1)F (S)-3-(4-(2,4-difluorophenoxy)-3-(6-methyl-7-oxo-6,7-dihydro-1H-pyrrolo[2,3-c]pyridin-4-yl)phenyl)-5-methylimidazoline-2,4-dione